[C@H]12NC[C@H]([C@@H]1N1C(=CC=3C(=NC=4C(=C(C(=CC4C31)CCC#N)C3=CC(=CC1=CC=C(C=C31)Cl)O)F)N3N=CN=C3)C)C2 3-(1-((1r,4r,5s)-2-azabicyclo[2.1.1]hexane-5-yl)-7-(7-chloro-3-hydroxynaphthalen-1-yl)-6-fluoro-2-methyl-4-(1H-1,2,4-triazol-1-yl)-1H-pyrrolo[3,2-c]quinolin-8-yl)propionitrile